C(C)(C)(C)OC(COC1=CC(=C(C=C1)C(NC1C(NC(CC1)=O)=O)=O)CC)=O.O1C=C(C=C1)[C@]1(C(N(CC1)CC1=C(C=C(C=C1C)C)C)=O)C (S)-3-(Furan-3-yl)-3-methyl-1-(2,4,6-trimethylbenzyl)pyrrolidin-2-one tert-butyl-2-(4-((2,6-dioxopiperidin-3-yl)carbamoyl)-3-ethylphenoxy)acetate